3,4-bis(diisobutylphosphino)-2-(4-methoxyphenyl)thiophene C(C(C)C)P(C1=C(SC=C1P(CC(C)C)CC(C)C)C1=CC=C(C=C1)OC)CC(C)C